di-(n-octyl)amine C(CCCCCCC)NCCCCCCCC